4-[2-(4-{4-[(4-{[6-(2-methoxyethoxy)-1-(methylcarbamoyl)-1H-indol-5-yl]oxy}pyridin-2-yl)carbamoyl]phenyl}piperidin-1-yl)ethoxy]-4-oxobutanoic acid COCCOC1=C(C=C2C=CN(C2=C1)C(NC)=O)OC1=CC(=NC=C1)NC(=O)C1=CC=C(C=C1)C1CCN(CC1)CCOC(CCC(=O)O)=O